phenyl methacrylate phenyl-acrylate C1(=CC=CC=C1)OC(C=C)=O.C(C(=C)C)(=O)OC1=CC=CC=C1